1-[1-[2-chloro-4-[[3-[3-(trifluoromethyl)-1H-pyrazol-4-yl]imidazo[1,2-a]pyrazin-8-yl]amino]benzoyl]piperidin-4-yl]-3-[(3S)-pyrrolidin-3-yl]urea ClC1=C(C(=O)N2CCC(CC2)NC(=O)N[C@@H]2CNCC2)C=CC(=C1)NC=1C=2N(C=CN1)C(=CN2)C=2C(=NNC2)C(F)(F)F